FC=1C=C2NC=CC2=C2CCCNC(CCCC(C3=CN=C(C=4C(=CC=C(OC12)C4)F)N3)(C)C=3C=C(C=CC3)CCC(=O)O)=O 3-[3-(22,28-Difluoro-6-methyl-10-oxo-24-oxa-3,11,19,30-tetrazapentacyclo[23.3.1.12,5.015,23.016,20]triaconta-1(29),2,4,15,17,20,22,25,27-nonaen-6-yl)phenyl]propanoic acid